6-fluoro-4-(2-((1S,2S)-2-fluorocyclopropane-1-carboxamido)pyrazolo[1,5-a]pyridin-5-yl)-N,N,5-trimethyl-1H-indazole-7-carboxamide FC1=C(C(=C2C=NNC2=C1C(=O)N(C)C)C1=CC=2N(C=C1)N=C(C2)NC(=O)[C@H]2[C@H](C2)F)C